BrC1=CC2=C(C=3N([C@@H](O2)C2=CC=CC=C2)C=2C=CC(=CC2C3)Br)C=C1 (6S)-3,10-dibromo-6-phenyl-6H-indolo[1,2-c][1,3]Benzoxazine